[Br-].C(=O)(O)CCCC[P+](C1=CC=CC=C1)(C1=CC=CC=C1)C1=CC=CC=C1 (4-carboxybutyl)triphenyl-phosphonium bromide